(R)-3-hydroxy-4-(6-methyl-4-((1-methylpiperidin-3-yl)amino)phthalazin-1-yl)benzonitrile OC=1C=C(C#N)C=CC1C1=NN=C(C2=CC(=CC=C12)C)N[C@H]1CN(CCC1)C